di(hexadecyl)tolylammonium [tetrakis(perfluorophenyl)borate] FC1=C(C(=C(C(=C1F)F)F)F)[B-](C1=C(C(=C(C(=C1F)F)F)F)F)(C1=C(C(=C(C(=C1F)F)F)F)F)C1=C(C(=C(C(=C1F)F)F)F)F.C(CCCCCCCCCCCCCCC)[NH+](C1=C(C=CC=C1)C)CCCCCCCCCCCCCCCC